NC1=C2N=CN(C2=NC(=N1)F)[C@H]1C[C@@H]([C@@](O1)(C#C)COP(=O)(OCC(=O)OCCCCCCCCCC)N[C@@H](CC1=CC=CC=C1)C(=O)OCCCCCCCCCC)O Decyl ((((2R,3S,5R)-5-(6-amino-2-fluoro-9H-purin-9-yl)-2-ethynyl-3-hydroxy-tetrahydrofuran-2-yl)meth-oxy)(2-(decyloxy)-2-oxo-ethoxy)phosphoryl)-L-phenylalaninate